FC1=CC=C(C=C1)C=1C=C2N(C=CN=C2C2=CC(=C(C(=C2)OC)OC)OC)C1 7-(4-fluorophenyl)-1-(3,4,5-trimethoxyphenyl)pyrrolo[1,2-a]pyrazine